(+)-calcium tartrate C(=O)([O-])C(O)C(O)C(=O)[O-].[Ca+2]